tert-butyl (2S,4R)-4-[tert-butyl(dimethyl)silyl]oxy-2-[1-[[3-[(4-methyl-1,3-thiazol-5-yl)methoxy]phenyl]methyl]imidazol-2-yl]pyrrolidine-1-carboxylate [Si](C)(C)(C(C)(C)C)O[C@@H]1C[C@H](N(C1)C(=O)OC(C)(C)C)C=1N(C=CN1)CC1=CC(=CC=C1)OCC1=C(N=CS1)C